(1aR,6R,6aS)-N-methyl-3-(trifluoromethyl)-1,1a,6,6a-tetrahydrocyclopropa[a]inden-6-amine CN[C@@H]1[C@@H]2[C@H](C=3C=C(C=CC13)C(F)(F)F)C2